4,4-Dimethyl-6-(2-((4-(methylsulfonyl)phenyl)amino)pyrimidin-4-yl)-3,4-dihydroisoquinoline CC1(CN=CC2=CC=C(C=C12)C1=NC(=NC=C1)NC1=CC=C(C=C1)S(=O)(=O)C)C